COC1=CC=C(C=C1)CN1N=CC(=C1)C(=O)NC1CCC(CC1)NC1=CC(=NC2=CC=C(C=C12)Cl)C(F)(F)F 1-[(4-methoxyphenyl)methyl]-N-[(1s,4s)-4-{[6-chloro-2-(trifluoromethyl)quinolin-4-yl]amino}cyclohexyl]-1H-pyrazole-4-carboxamide